BrC=1C=C2C(=CN(C2=CC1)C)C=1C(N[C@@H]([C@H](N1)C1=CC=CC=C1)C1=CC=CC=C1)=O (5R,6R)-3-(5-bromo-1-methyl-1H-indol-3-yl)-5,6-diphenyl-5,6-dihydropyrazine-2(1H)-one